FC=1C=C(CN2C[C@@H](CC2)C(=O)N2C3=C(OCC2)C(=CN=C3)C3=CC=C(C#N)C=C3)C=CC1 (R)-4-(4-(1-(3-fluorobenzyl)pyrrolidine-3-carbonyl)-3,4-dihydro-2H-pyrido[4,3-b][1,4]oxaAzin-8-yl)benzonitrile